FC=1C(=C(C=CC1F)[C@H]1[C@@H](O[C@]([C@H]1C)(C(F)(F)F)C)C=1NC2=CC=NC(=C2C(C1)=O)NS(=O)(=O)C)OC N-(2-((2R,3S,4S,5R)-3-(3,4-difluoro-2-methoxyphenyl)-4,5-dimethyl-5-(trifluoromethyl)tetrahydrofuran-2-yl)-4-oxo-1,4-dihydro-1,6-naphthyridin-5-yl)methanesulfonamide